vinyltris(3-methoxypropanoyloxy)silane C(=C)[Si](OC(CCOC)=O)(OC(CCOC)=O)OC(CCOC)=O